2-pentoxy-1,4-naphthalenediol C(CCCC)OC1=C(C2=CC=CC=C2C(=C1)O)O